CN1C(=NC(=C1)C(F)(F)F)C1=CC=C(C=C1)CN1C(NCC=2C1=NC(=NC2)C2=C(C=CC=C2)C(C)C)=O 1-([4-[1-methyl-4-(trifluoromethyl)-1H-imidazol-2-yl]phenyl]methyl)-7-[2-(propan-2-yl)phenyl]-1H,2H,3H,4H-pyrimido[4,5-d][1,3]diazin-2-one